(R)-N-[1-(2,4-difluorophenyl)-4,5,6,7-tetrahydro-1H-indazol-4-yl]-4,5,6,7-tetrahydro-1,2-benzisoxazole-3-carboxamide FC1=C(C=CC(=C1)F)N1N=CC=2[C@@H](CCCC12)NC(=O)C1=NOC2=C1CCCC2